butyl 4-(3-fluoro-4-(4,4,5,5-tetramethyl-1,3,2-dioxaborolan-2-yl)benzyl)piperazine-1-carboxylate FC=1C=C(CN2CCN(CC2)C(=O)OCCCC)C=CC1B1OC(C(O1)(C)C)(C)C